8-(1-methyldecahydronaphthalene-1-yloxycarbonyl)-tetracyclo[4.4.0.12,5.17,10]-3-dodecene CC1(CCCC2CCCCC12)OC(=O)C1C2C3C4C=CC(C3C(C1)C2)C4